N-(5-(((1S,4S)-2,5-diazabicyclo[2.2.1]heptan-2-yl)methyl)pyridin-2-yl)-5-fluoro-4-(5-fluoro-2,3-dihydrospiro[benzo[d]pyrrolo[1,2-a]imidazole-1,1'-cyclopropan]-7-yl)pyrimidin-2-amine [C@@H]12N(C[C@@H](NC1)C2)CC=2C=CC(=NC2)NC2=NC=C(C(=N2)C2=CC1=C(N=C3N1C1(CC1)CC3)C(=C2)F)F